tert-butyl (R)-3-(2-((R)-4-(4-fluorophenyl)-2-methylpiperazin-1-yl)ethyl)-2-methyl-1-oxo-2,8-diazaspiro[4.5]decane-8-carboxylate FC1=CC=C(C=C1)N1C[C@H](N(CC1)CC[C@@H]1N(C(C2(C1)CCN(CC2)C(=O)OC(C)(C)C)=O)C)C